[Cl-].C(C)N1C(=NC(=C1)C(F)(F)F)C1=CC=C(C=C1)[C@@H](C)[NH3+] (R)-1-(4-(1-ethyl-4-(trifluoromethyl)-1H-imidazol-2-yl)phenyl)ethanaminium chloride